C(C1=CC=CC=C1)N1C2(CNC2=O)CCC12C(NC2)=O 5-benzyl-2,5,8-triaza-dispiro[3.1.36.24]undecane-1,7-dione